C(C(C)C)OC1=C(C(C(CC1)(C)C)=O)C 3-isobutoxy-2,6,6-trimethylcyclohex-2-en-1-one